((S)-tert-butylsulphonylamino)-2-ethyl-6-trifluoromethyl-3,4-dihydroquinoline-1(2H)-carboxylic acid ethyl ester C(C)OC(=O)N1C(CCC2=CC(=CC=C12)C(F)(F)F)(CC)NS(=O)(=O)C(C)(C)C